(6R)-17-Amino-12-(2,2-difluorospiro[3.3]heptan-6-yl)-6-hydroxy-6,15-bis(trifluoromethyl)-19-oxa-3,4,12,18-tetrazatricyclo[12.3.1.12,5]nonadeca-1(18),2,4,14,16-pentaen-13-one NC1=CC(=C2C(N(CCCCC[C@@](C3=NN=C(C1=N2)O3)(C(F)(F)F)O)C3CC2(CC(C2)(F)F)C3)=O)C(F)(F)F